1-[(4-methylbenzyl)oxy]-6-[(triisopropylsilyl)oxy]-2-hexanol CC1=CC=C(COCC(CCCCO[Si](C(C)C)(C(C)C)C(C)C)O)C=C1